1-butylpyridine C(CCC)N1CC=CC=C1